6-(3-isopropyl-4-methyl-5-(4-(4-(methylsulfonyl)piperazin-1-yl)piperidin-1-yl)-1H-pyrrolo[2,3-c]pyridin-2-yl)-8-methyl-[1,2,4]triazolo[1,5-a]pyridine C(C)(C)C1=C(NC2=CN=C(C(=C21)C)N2CCC(CC2)N2CCN(CC2)S(=O)(=O)C)C=2C=C(C=1N(C2)N=CN1)C